C(C=CC=CCCCCC)(=O)OCC Ethyl 2,4-decadienoate